FC=1C=C(C=CC1B1OC(C(O1)(C)C)(C)C)C1=NN(C=N1)COCC[Si](C)(C)C 3-(3-fluoro-4-(4,4,5,5-tetramethyl-1,3,2-dioxaborolan-2-yl)phenyl)-1-((2-(trimethylsilyl)ethoxy)methyl)-1H-1,2,4-triazole